FC=1C(=C(C#N)C=CC1C1CC(C1)OC)O 3-fluoro-2-hydroxy-4-(3-methoxycyclobutyl)benzonitrile